1-((3-(4-aminoimidazo[2,1-f][1,2,4]triazin-7-yl)-4-methylphenyl)sulfonyl)-3-cyclopropylazetidin-3-ol NC1=NC=NN2C1=NC=C2C=2C=C(C=CC2C)S(=O)(=O)N2CC(C2)(O)C2CC2